FC1=NN(C2=CC=C(C=C12)C(C=1C=CC(=NC1)N1CCC(CC1)CO)=CC1CC(OC(C1)(C)C)(C)C)C1CCOCC1 (1-(5-((3-fluoro-1-(tetrahydro-2H-pyran-4-yl)-1H-indazol-5-yl)(2,2,6,6-tetramethyltetrahydro-4H-pyran-4-ylmethylene)methyl)pyridin-2-yl)piperidin-4-yl)methanol